[C@@H]1([C@H](O)[C@@H](O)[C@H](O)[C@H](O1)CO)OC[C@@H]1[C@H]([C@@H]([C@H]([C@@H](O[C@@]2(CO)[C@@H](O)[C@H](O)[C@H](O2)CO)O1)O)O)O β-D-fructofuranosyl β-D-glucopyranosyl-(1→6)-α-D-glucopyranoside